4-tertbutyl-2-(4-fluorophenyl)pyridine C(C)(C)(C)C1=CC(=NC=C1)C1=CC=C(C=C1)F